N-((2,4-Dihydroxyphenyl)thiazol-2-yl)-isobutyramid OC1=C(C=CC(=C1)O)C=1N=C(SC1)NC(C(C)C)=O